5-fluoro-6-methoxy-2-(2-(methoxymethyl)-7-methylquinoxalin-5-yl)benzo[d]thiazole FC=1C(=CC2=C(N=C(S2)C2=C3N=CC(=NC3=CC(=C2)C)COC)C1)OC